(((1,5-dibromopentan-3-yl)oxy)methyl)benzene BrCCC(CCBr)OCC1=CC=CC=C1